C1=CC=CC=2C=CC=3C(C=4C=CC5=C(C4C3C21)C=CC=C5)=O 7H-dibenzo[c,g]Fluorene-7-one